C(C)OC(C(CCO)=C)=O.COC=1C=C(CC2=CC(=CC(=C2)CC2=CC(=C(C=C2)OC)OC)CC2=CC(=C(C=C2)OC)OC)C=CC1OC 1,3,5-Tris(3,4-dimethoxybenzyl)benzene ethyl-4-hydroxy-2-methylenebutanoate